β-ethoxypropionitril C(C)OCCC#N